(S)-2-(4-chlorophenyl)-1-((1R,5S)-3-((5R,7R)-7-hydroxy-5-methyl-6,7-dihydro-5H-cyclopenta[d]pyrimidin-4-yl)-3,8-diazabicyclo[3.2.1]octan-8-yl)-3-(isopropylamino)propan-1-one ClC1=CC=C(C=C1)[C@H](C(=O)N1[C@H]2CN(C[C@@H]1CC2)C=2C1=C(N=CN2)[C@@H](C[C@H]1C)O)CNC(C)C